C(COCC(=O)O)OCC(=O)O 7A-2,2'-(ethane-1,2-diylbis(oxy))diacetic acid